C(C1=CC=CC=C1)(=O)OC1=C(C(=CC2=C1C=CC(O2)(C)C)OC)C=O 5-benzoyloxy-7-methoxy-2,2-dimethyl-6-formyl-2H-1-benzopyran